COC(C1=CC(=CC(=C1)C(F)(F)F)OCC12OCC(CC1)(CC2)COS(=O)(=O)C2=CC=C(C)C=C2)=O 3-((4-((tosyloxy)methyl)-2-oxabicyclo[2.2.2]oct-1-yl)methoxy)-5-(trifluoromethyl)benzoic acid methyl ester